CC1CN(CCN1C1=CC=CC=C1)C(=O)C1=CC=C(C=C1)[N+](=O)[O-] (3-methyl-4-phenylpiperazin-1-yl)(4-nitrophenyl)methanone